tert-butyl 3-ethyl-4-[[6-[3-(2-methoxy-4-methylsulfonyl-anilino)prop-1-ynyl]-1-(2,2,2-trifluoroethyl)benzimidazole-4-carbonyl]amino]piperidine-1-carboxylate C(C)C1CN(CCC1NC(=O)C1=CC(=CC=2N(C=NC21)CC(F)(F)F)C#CCNC2=C(C=C(C=C2)S(=O)(=O)C)OC)C(=O)OC(C)(C)C